C(OC=1C=C2C(=CNC2=CC1)C(C(=O)N(C)C)=O)([2H])([2H])[2H] 2-(5-(methoxy-d3)-1H-indol-3-yl)-N,N-dimethyl-2-oxoacetamide